CS(=O)(=O)OC1(CN(C1)C1=NC=C(C=C1F)C1=NN(C2=CC=C(C=C12)O[C@H](C)C1=C(C=NC=C1Cl)Cl)C1OCCCC1)C [1-[5-[5-[(1R)-1-(3,5-dichloro-4-pyridinyl) ethoxy]-1-tetrahydropyran-2-yl-indazol-3-yl]-3-fluoro-2-pyridinyl]-3-methyl-azetidin-3-yl] methanesulfonate